O=C1C(=C(C=NN1)N1[C@@H](C2=NC=CC=C2C1)COCCC(=O)N1CCN(CC1)C1=CC=C(C=N1)C#N)C(F)(F)F 6-[4-(3-[[(7S)-6-[6-oxo-5-(trifluoromethyl)-1,6-dihydropyridazin-4-yl]-5H,6H,7H-pyrrolo[3,4-b]pyridin-7-yl]methoxy]propanoyl)piperazin-1-yl]pyridine-3-carbonitrile